4-(2,5-dichloropyrimidin-4-yl)morpholine ClC1=NC=C(C(=N1)N1CCOCC1)Cl